ClC=1C=C(C=NC1)C(CN(C1(CC1)CC#N)CC1=CC(=C(C=C1)C)C)O 2-(1-((2-(5-chloropyridin-3-yl)-2-hydroxyethyl)(3,4-dimethylbenzyl)amino)cyclopropyl)acetonitrile